NC(C#N)CC=1SC2=C(C1)C=CC(=C2)C=2C=CC1=C(N(C(O1)=O)C)C2 2-amino-3-[6-(3-methyl-2-oxo-1,3-benzoxazol-5-yl)-1-benzothiophen-2-yl]propanenitrile